4-chloro-2-(3-((4-methoxybenzyl)oxy)phenyl)-1H-pyrrolo[2,3-b]pyridine ClC1=C2C(=NC=C1)NC(=C2)C2=CC(=CC=C2)OCC2=CC=C(C=C2)OC